NC(C(=O)O)CC1=C(NC2=C(C=C(C=C12)C(C)(C)C)C(C)(C)C)C(C)(C)C 2-amino-3-(2,5,7-tri-tert-butyl-1H-indol-3-yl)propanoic acid